tert-butyl 3-Fluoro-5-methyl-2-oxo-piperidine-1-carboxylate FC1C(N(CC(C1)C)C(=O)OC(C)(C)C)=O